6-(allyloxy)-3-amino-5-(trifluoromethyl)pyridinecarboxylic acid methyl ester COC(=O)C1=NC(=C(C=C1N)C(F)(F)F)OCC=C